CC1=NC(=NO1)C=1C=C(C(=O)O)C=CC1 3-(5-Methyl-1,2,4-oxadiazol-3-yl)benzoic acid